4-((2r,4r)-4-(cyclopropylmethoxy)-1-(4-methyl-6,6-dioxo-3,7,8,9-tetrahydrothiopyrano[3,2-e]indol-9-yl)piperidin-2-yl)benzoic acid C1(CC1)CO[C@H]1C[C@@H](N(CC1)C1CCS(C2=C1C=1C=CNC1C(=C2)C)(=O)=O)C2=CC=C(C(=O)O)C=C2